methyl (S)-4-amino-2-fluoro-3-((oxetan-2-ylmethyl)amino)benzoate NC1=C(C(=C(C(=O)OC)C=C1)F)NC[C@H]1OCC1